N-methoxy-3H-triazole CON1NNC=C1